C(C=C)OC1=C(C=O)C=CC=C1F 2-allyloxy-3-fluoro-benzaldehyde